C1(CC1)N1C=C(C(C2=CC(=C(C=C12)N1CCN(CC1)C)F)=O)C(=O)OCC ethyl 1-cyclopropyl-6-fluoro-7-(4-methylpiperazin-1-yl)-4-oxo-1,4-dihydroquinoline-3-carboxylate